1-[3-[(tert-butoxycarbonyl)(methyl)amino]cyclobutyl]-5-fluoropyrrolo[2,3-b]pyridine-3-carboxylic acid C(C)(C)(C)OC(=O)N(C1CC(C1)N1C=C(C=2C1=NC=C(C2)F)C(=O)O)C